(S)-4-fluoro-1-((5-fluoropyridin-2-yl)methyl)-N-(5-methyl-4-oxo-2,3,4,5-tetrahydrobenzo[b][1,4]oxazepin-3-yl)-1H-pyrazole-3-carboxamide FC=1C(=NN(C1)CC1=NC=C(C=C1)F)C(=O)N[C@@H]1C(N(C2=C(OC1)C=CC=C2)C)=O